C(C)N(CC)CC=1C=NC(=CC1)\C=C\C1=NN(C2=CC(=CC=C12)[N+](=O)[O-])C1OCCCC1 N-ethyl-N-[[6-[(trans)-2-(6-nitro-1-tetrahydropyran-2-yl-indazol-3-yl)vinyl]-3-pyridinyl]methyl]ethanamine